BrC=1C(=CC(=C(C1)C(CC)=O)O[C@@H](CF)CO)F (R)-1-(5-bromo-4-fluoro-2-(1-fluoro-3-hydroxy-propan-2-yloxy)phenyl)propan-1-one